4-[(E)-3-(2-Bromo-4-methoxyphenyl)-3-oxoprop-1-enyl]benzoic acid BrC1=C(C=CC(=C1)OC)C(/C=C/C1=CC=C(C(=O)O)C=C1)=O